C(C)(C)(C)OC(=O)N(C(OC(C)(C)C)=O)C1=NC=CC(=N1)C1=C(C=2C(NCCC2N1)=O)NC1=C(C(=CC=C1)OC)C tert-butyl N-(tert-butoxycarbonyl)-N-(4-[3-[(3-methoxy-2-methylphenyl)amino]-4-oxo-1H,5H,6H,7H-pyrrolo[3,2-c]pyridin-2-yl]pyrimidin-2-yl)carbamate